6-(2-Aminobenzylamino)-9-β-D-arabinofuranosylpurin NC1=C(CNC2=C3N=CN(C3=NC=N2)[C@H]2[C@@H](O)[C@H](O)[C@H](O2)CO)C=CC=C1